Cl.CC1=C(C=NN1C1=NC=CC=N1)\C=C\CN1CCN(CC1)C1=CC(=CC=C1)Cl 1-[5-methyl-1-(2-pyrimidinyl)-4-pyrazolyl]-3-[4-(3-chlorophenyl)-1-piperazinyl]-1-trans-propene hydrochloride